tert-butyl (R)-4-((3-(1-((6-(1,1-dioxidotetrahydro-2H-thiopyran-4-yl)-7-oxo-7,8-dihydropyrido[2,3-d]pyrimidin-4-yl)amino)ethyl)-2-fluorophenyl)difluoromethyl)piperidine-1-carboxylate O=S1(CCC(CC1)C1=CC2=C(N=CN=C2N[C@H](C)C=2C(=C(C=CC2)C(C2CCN(CC2)C(=O)OC(C)(C)C)(F)F)F)NC1=O)=O